FC1=CC=C(C=C1)C=1N=CN(C1C=1C=C2C=C(C=NC2=CC1)N1C[C@H](O[C@H](C1)C)C)C(C)C (2R,6S)-4-(6-(4-(4-fluorophenyl)-1-isopropyl-1H-imidazol-5-yl)quinolin-3-yl)-2,6-dimethylmorpholine